2-iodo-1,3-benzenedicarboxylic acid IC1=C(C=CC=C1C(=O)O)C(=O)O